ClC=1N=CC(=NC1)N1C(CN(CC1)C(=O)OC(C)(C)C)=C=O tert-butyl 4-(5-chloropyrazin-2-yl)-3-carbonylpiperazine-1-carboxylate